COC1=NC=CC(=N1)OC1CNCC1 3-((2-methoxypyrimidin-4-yl)oxy)pyrrolidin